S1C=NC(=C1)COC1=C(C=C2C=C(NC2=C1)CNC(=O)N1CCCC1)OC(F)(F)F N-({6-[(1,3-thiazol-4-yl)methoxy]-5-trifluoromethoxy-2-indolyl}methyl)-1-pyrrolidinecarboxamide